((thiiran-2-ylmethyl)sulfonyl)dibenzo[b,f][1,4]oxazepin-11(10H)-one S1C(C1)CS(=O)(=O)C1=CC=CC2=C1C(NC1=C(O2)C=CC=C1)=O